N,N'-diphenyl-N,N'-bis(9-phenyl-9H-carbazol-3-yl)stilbene-4,4'-diamine C1(=CC=CC=C1)N(C1=CC=C(C=C1)C=CC1=CC=C(C=C1)N(C=1C=CC=2N(C3=CC=CC=C3C2C1)C1=CC=CC=C1)C1=CC=CC=C1)C=1C=CC=2N(C3=CC=CC=C3C2C1)C1=CC=CC=C1